N6-[(1-aminocyclopropyl)methyl]-1-methyl-N4-[4-(trifluoromethyl)phenyl]pyrazolo[3,4-b]pyridine-4,6-diamine NC1(CC1)CNC=1C=C(C2=C(N1)N(N=C2)C)NC2=CC=C(C=C2)C(F)(F)F